CC1=C(C=C(C=C1)C)S(=O)(=O)O 2,5-dimethylbenzenesulfonic acid